C/C/1=C\\[C@@H]([C@@H](CCC(=C)C(=O)CC1)C(=O)C)OC(=O)/C=C/C(C)(C)O The molecule is a sesquiterpenoid that is a carboxylic ester obtained by the formal condensation of the 6-hydroxy group of cyclodec-4-en-1-one which is also substituted by an acetyl, a methyl and a methylidene group at positions 7, 4 and 10 respectively with the carboxy group of pent-2-enoic acid substituted with a hydroxy and a methyl group at position 4. It is an antiplasmodial drug isolated from a Caribbean gorgonian coral Eunicea sp. It has a role as a metabolite and an antiplasmodial drug. It is a cyclic ketone, a carboxylic ester, a tertiary alcohol and a sesquiterpenoid.